OC1=CC=C(C=C1)C(C)(C1=CC=C(C=C1)O)C1=CC=C(OCCCCS(=O)(=O)O)C=C1 4-(4-(1,1-bis(4-hydroxyphenyl)ethyl)phenoxy)butane-1-sulfonic acid